COC(C1CCN(CC1)C1=CC=C(C=C1)C1=CC(CC2=CC(=CC=C12)OC)C)OC 4-(dimethoxymethyl)-1-[4-(6-methoxy-3-methyl-3,4-dihydronaphthalen-1-yl)phenyl]piperidine